2,3-bis(2-mercaptoacetylamino)propionic acid SCC(=O)NC(C(=O)O)CNC(CS)=O